BrC1=CC(=C(C=C1)N1CC2CNCC2C1)C 2-(4-bromo-2-methylphenyl)octahydropyrrolo[3,4-c]pyrrole